tert-butyl 3-(3-((4-bromophenyl)difluoromethyl)-1,2,4-oxadiazol-5-yl)-2-(diethoxyphosphoryl)propanoate BrC1=CC=C(C=C1)C(C1=NOC(=N1)CC(C(=O)OC(C)(C)C)P(=O)(OCC)OCC)(F)F